N-(2-cyclopropylquinoline-5-sulfonyl)-2-(2-ethoxy-5-methylphenyl)oxolane-2-carboxamide C1(CC1)C1=NC=2C=CC=C(C2C=C1)S(=O)(=O)NC(=O)C1(OCCC1)C1=C(C=CC(=C1)C)OCC